3-[3-Fluoro-4-(methanesulfonylmethyl)phenyl]-7-[(1E)-1-{[2-(1H-imidazol-4-yl)ethyl]carbamoyl}prop-1-en-2-yl]-1H-indole-2-carboxylic acid FC=1C=C(C=CC1CS(=O)(=O)C)C1=C(NC2=C(C=CC=C12)/C(=C/C(NCCC=1N=CNC1)=O)/C)C(=O)O